1-(5,7-difluoro-3-methyl-1-benzofuran-2-yl)-2-methylpropan-1-amine FC=1C=C(C2=C(C(=C(O2)C(C(C)C)N)C)C1)F